3-(5-amino-1,3,4-thiadiazol-2-yl)propan-1-one NC1=NN=C(S1)CCC=O